1-[2-(dimethylamino)ethyl]piperazine CN(CCN1CCNCC1)C